CN1CCC(CC1)NC=1N=C(C2=C(N1)C=CNC2=O)NC2=CC=C(C=C2)OC2=CC=CC=C2 ((1-methylpiperidin-4-yl)amino)-4-((4-phenoxyphenyl)amino)pyrido[4,3-d]pyrimidin-5(6H)-one